Cl.NC=1N=CN(C1)C=1C=C(C#N)C=CC1 3-(4-amino-1H-imidazol-1-yl)benzonitrile hydrochloride